2-bromo-1-(6-bromopyridin-3-yl)ethanone BrCC(=O)C=1C=NC(=CC1)Br